(S)-3-Phenyl-N-[1-(3-pyrimidin-5-yl-phenyl)-ethyl]-acrylamide C1(=CC=CC=C1)C=CC(=O)N[C@@H](C)C1=CC(=CC=C1)C=1C=NC=NC1